(+/-)-1H-benzimidazole-7-carboxylic acid N1C=NC2=C1C(=CC=C2)C(=O)O